CC1(OC([C@H](O1)CC=O)=O)C 2-[(4R)-2,2-dimethyl-5-oxo-1,3-dioxolan-4-yl]Acetaldehyde